(1H-indol-3-yl)-3,3-dimethyl-2-oxo-1-((1-(pyridin-3-yl)azetidin-3-yl)methyl)indoline-6-carboxamide N1C=C(C2=CC=CC=C12)C1=C2C(C(N(C2=CC(=C1)C(=O)N)CC1CN(C1)C=1C=NC=CC1)=O)(C)C